C(C)C1(N(N(CCC1C(F)(F)F)C(=O)OC(C)(C)C)C(=O)[O-])C(=O)[O-] tert-butyl 3-ethyl-4-(trifluoromethyl)tetrahydropyridazine-1,2,3-tricarboxylate